3,4-Di-hydro-2H-thiopyran S1CCCC=C1